6-chloro-2-methyl-5-nitro-indazole ClC=1C(=CC2=CN(N=C2C1)C)[N+](=O)[O-]